FC(C)(F)C1=NC=CC(=N1)NC1=CC(=NC=C1C1=NN(N=C1)CC)NC(C)=O N-(4-((2-(1,1-difluoroethyl)pyrimidin-4-yl)amino)-5-(2-ethyl-2H-1,2,3-triazol-4-yl)pyridin-2-yl)acetamide